2-octyldodecan C(CCCCCCC)C(C)CCCCCCCCCC